N-((S)-3-hydroxy-3-methyl-7-(4-((S)-1,1,1-trifluoro-2-hydroxypropan-2-yl)piperidin-1-yl)chroman-6-yl)pyrazolo[1,5-a]pyrimidine-3-carboxamide O[C@@]1(COC2=CC(=C(C=C2C1)NC(=O)C=1C=NN2C1N=CC=C2)N2CCC(CC2)[C@](C(F)(F)F)(C)O)C